(R)-4-(1-(3-amino-5-trifluoromethylphenyl)allyl)-6-(4,4-Difluoropiperidin-1-yl)-2,7-Dimethylpyrido[3,4-d]pyrimidin-8(7H)-one NC=1C=C(C=C(C1)C(F)(F)F)[C@@H](C=C)C=1C2=C(N=C(N1)C)C(N(C(=C2)N2CCC(CC2)(F)F)C)=O